(3R,4S)-N-benzyl-3-fluoro-4-hydroxypiperidine C(C1=CC=CC=C1)N1C[C@H]([C@H](CC1)O)F